C(C)(C)(C)OC(=O)N1CCC(CC1)C1=CN(C2=CC=C(C=C12)Cl)CC1COC1 4-[5-chloro-1-(oxetan-3-ylmethyl)indol-3-yl]piperidine-1-carboxylic acid tert-butyl ester